CN1CCN(CC1)C1=CC=C(C=C1)CC(=O)O 2-(4-(4-methylpiperazin-1-yl)phenyl)acetic acid